N1(C=NC=C1)C1=NC2=CC(=C(C=C2C(=N1)N1C(CCCC1)N)OC)OCCCN1CCCC1 1-(2-(1H-imidazol-1-yl)-6-methoxy-7-(3-(pyrrolidin-1-yl)propoxy)quinazolin-4-yl)piperidin-2-amine